COC1=NC=2C(CCC(C2C=C1)=O)OC1=CC=C(C=C1)C(F)(F)F 2-methoxy-8-{4-(trifluoromethyl)phenoxy}-7,8-dihydro-quinolin-5(6H)-one